C(C=CC)(=O)N buteneamide